(2R)-N-((R or S)-(3-chloro-4-fluoro-phenyl)(5-chloro-6-(trifluoromethyl)pyridin-2-yl)methyl)-2-methyl-3-oxopiperazine-1-carboxamide ClC=1C=C(C=CC1F)[C@@H](NC(=O)N1[C@@H](C(NCC1)=O)C)C1=NC(=C(C=C1)Cl)C(F)(F)F |o1:8|